8-(4-(3-(6,7-dimethoxy-3,4-dihydroisoquinolin-2(1H)-yl)-3-oxoprop-1-en-1-yl)phenoxy)-N-hydroxyoctanoamide COC=1C=C2CCN(CC2=CC1OC)C(C=CC1=CC=C(OCCCCCCCC(=O)NO)C=C1)=O